(E)-ethyl 4-oxo-4-(pyridine-4-ylamino)but-2-enoate O=C(/C=C/C(=O)OCC)NC1=CC=NC=C1